NC=1C=C2C(C3CC(C2=CC1)C3)=O 6-Amino-2,3-dihydro-1,3-methanonaphthalen-4(1H)-one